2-mercaptopropionitrile SC(C#N)C